(Z,Z)-3,6-Dodecadienolide C1(C\C=C/C\C=C/CCCCCO1)=O